C(#N)C1=CC(=NC2=C(C=C(C=C12)C)C(C)NC1=C(C(=O)OC)C=CC=C1)N1CCC(CC1)OC methyl 2-((1-(4-cyano-2-(4-methoxypiperidin-1-yl)-6-methylquinolin-8-yl)ethyl)amino)benzoate